COCCC(C)(C)[Mg]Cl 3-methoxy-1,1-dimethylpropyl-magnesium chloride